BrC=1C=C2C(=C(N(C2=CC1)CCOC1CCOCC1)C=1C(=NC=C(C1)N1CCN(CC1)C1CC1)[C@H](C)OC)CC(CO)(C)C (S)-3-(5-bromo-2-(5-(4-cyclopropylpiperazin-1-yl)-2-(1-methoxyethyl)pyridin-3-yl)-1-(2-((tetrahydro-2H-pyran-4-yl)oxy)ethyl)-1H-indol-3-yl)-2,2-dimethylpropan-1-ol